3,5-difluoro-4-(8,9,10,11-tetrahydro-3H-pyrazolo[4,3-a]phenanthridin-7-yl)phenol FC=1C=C(C=C(C1C1=NC2=CC=C3C(=C2C=2CCCCC12)C=NN3)F)O